C(C)NC=1C2=C(N=C(N1)NCC(C)(O)C)C(=NC(=N2)NCCC)NCC 1-(4,8-Bis-ethylamino-6-propylamino-pyrimido[5,4-d]pyrimidin-2-ylamino)-2-methyl-propan-2-ol